trans-2-[4-[5-(methoxymethyl)-4-(4-methylphenyl)-1,2,4-triazol-3-yl]cyclohexyl]oxypyrazine (1S,2R)-Ethyl-2-acetoxy-1-hydroxycyclopentanecarboxylate C(C)OC(=O)[C@]1([C@@H](CCC1)OC(C)=O)O.COCC=1N(C(=NN1)[C@@H]1CC[C@H](CC1)OC1=NC=CN=C1)C1=CC=C(C=C1)C